N-{8-fluoro-2-methylimidazo[1,2-a]pyridin-6-yl}-2-(2-fluoroethyl)-4-(piperazin-1-yl)indazole-7-carboxamide FC=1C=2N(C=C(C1)NC(=O)C1=CC=C(C3=CN(N=C13)CCF)N1CCNCC1)C=C(N2)C